acetylspermine CC(=O)NCCCNCCCCNCCCN